2,2,2-tribromoethanol BrC(CO)(Br)Br